BrC1=CC(=C(C=C1)NC(OC(C)(C)C)=O)NC(C)(C)C tert-butyl N-[4-bromo-2-(tert-butylamino)phenyl]carbamate